sodium boranyl acetate C(C)(=O)OB.[Na]